(R)-2-(1-(cyclopropylmethyl)-6-(1-(3-fluorobicyclo[1.1.1]pentane-1-carboxamido)ethyl)-1H-pyrrolo[2,3-b]pyridin-2-yl)-5-methoxy-3-methylimidazo[1,2-a]pyridine-7-carboxylic acid C1(CC1)CN1C(=CC=2C1=NC(=CC2)[C@@H](C)NC(=O)C21CC(C2)(C1)F)C=1N=C2N(C(=CC(=C2)C(=O)O)OC)C1C